CC1=CC=2N(C3=CC=CC=C3SC2C=C1C)CCC1N(CCCC1)C 2,3-dimethyl-10-(2-(1-methylpiperidin-2-yl)ethyl)-10H-phenothiazine